[N+](=O)([O-])[O-].C(=O)(O)C(C)C=1NC=C[N+]1C 1-carboxyethyl-3-methylimidazolium nitrate salt